COC(=O)C=1C(=C2CCC(C2=CC1)=C)F 4-Fluoro-1-methylidene-2,3-dihydro-1H-indene-5-carboxylic acid methyl ester